FC1=CC(=CC=2C=C(OC21)C2=CC(=CC=C2)F)CN[C@H](C(=O)N)C (S)-2-(((7-fluoro-2-(3-fluorophenyl)benzofuran-5-yl)methyl)amino)propanamide